tert-Butyl (3-carbamothioylbicyclo[1.1.1]pentan-1-yl)carbamate C(N)(=S)C12CC(C1)(C2)NC(OC(C)(C)C)=O